N-(4-carbamoyl-oxazin-4-yl)-5-[(2-fluorophenyl)methoxy]-2-methyl-2H-indazole-3-carboxamide C(N)(=O)C1(C=NOC=C1)NC(=O)C=1N(N=C2C=CC(=CC12)OCC1=C(C=CC=C1)F)C